CCCCCCOC(=O)CCC The molecule is a fatty acid ester obtained by the formal condensation of hexanol with butyric acid. It has a role as an animal metabolite. It derives from a butyric acid and a hexan-1-ol.